trans-3-[(5-chloro-2-fluorobenzyl)oxy]cyclobutane-1-carboxylic acid ClC=1C=CC(=C(CO[C@@H]2C[C@H](C2)C(=O)O)C1)F